NC1=C(C=NN1CC1=CC(=C(C=C1)F)F)C(=O)N1C[C@@]2(CCC1)C1=C(NC(O2)=O)C=CC(=C1F)Cl (R)-1'-(5-Amino-1-(3,4-difluorobenzyl)-1H-pyrazole-4-carbonyl)-6-chloro-5-fluorospiro[benzo[d][1,3]oxazine-4,3'-piperidin]-2(1H)-one